methyl-2-(dimethylamino)-2-phenylbutanol CC(C(CC)(C1=CC=CC=C1)N(C)C)O